C(C)(C)(C)OC(NCC1=CNC(C2=CC=C(C=C12)C=1C=NN(C1C1=C(C(=CC(=C1)Cl)OC1CC1)C#N)C)=O)=O ((6-(5-(5-chloro-2-cyano-3-cyclopropoxyphenyl)-1-methyl-1H-pyrazol-4-yl)-1-oxo-1,2-dihydroisoquinolin-4-yl)methyl)carbamic acid tert-butyl ester